C1(CC1)CN1C=CC2=NN(C(C(=C21)C2=CC=C(C=C2)C2CC2)=O)C2=CC1=CN(N=C1C=C2)C 5-(cyclopropylmethyl)-4-(4-cyclopropylphenyl)-2-(2-methyl-2H-indazol-5-yl)-2,5-dihydro-3H-pyrrolo[3,2-c]pyridazin-3-one